7-chloro-5-methyl-4-oxo-1-[3-(pyrimidin-4-yl)-1,2,4-thiadiazol-5-yl]-1,4-dihydro-1,8-naphthyridine-3-carboxylic acid ethyl ester C(C)OC(=O)C1=CN(C2=NC(=CC(=C2C1=O)C)Cl)C1=NC(=NS1)C1=NC=NC=C1